4-chloro-6-(methylsulfonyl)quinoline ClC1=CC=NC2=CC=C(C=C12)S(=O)(=O)C